2-chloro-4-fluoro-1-iodobenzene ClC1=C(C=CC(=C1)F)I